ClC1=NC=C(C(=N1)C1=CCCN(C1)C(=O)OC(C)(C)C)F tert-butyl 5-(2-chloro-5-fluoropyrimidin-4-yl)-3,6-dihydropyridine-1(2H)-carboxylate